4-chloro-7-((3aS,4R,6R,6aR)-6-(3-chlorophenyl)-2,2-dimethyltetrahydro-4H-cyclopenta[d][1,3]dioxol-4-yl)-7H-pyrrolo[2,3-d]pyrimidine ClC=1C2=C(N=CN1)N(C=C2)[C@@H]2C[C@@H]([C@H]1OC(O[C@H]12)(C)C)C1=CC(=CC=C1)Cl